FC1=CC=C(C=C1)C1=C(N(C=N1)C(C)C)C=1NC=C(N1)C(=O)NC1=CC=C(C=C1)N1CCN(CC1)C 5'-(4-fluorophenyl)-3'-isopropyl-N-(4-(4-methylpiperazin-1-yl)phenyl)-1h,3'h-[2,4'-biimidazole]-4-carboxamide